1-hexyl-2,3-dimethylimidazole iodide salt [I-].C(CCCCC)N1C(N(C=C1)C)C